ClC=1C(N(N=CC1Cl)C)=O 4,5-dichloro-2-methylpyridazin-3-one